ClC1=C2C(=NC=C1)N(C(=C2)C2(COCC2)O)S(=O)(=O)C2=CC=CC=C2 3-(4-chloro-1-(phenylsulfonyl)-1H-pyrrolo[2,3-b]pyridin-2-yl)tetrahydrofuran-3-ol